CC1=C(C=CC(=C1)C)C(=C)C1=C(C=C(C=C1)C)C 1,1-bis(2,4-dimethylphenyl)ethylene